ClC1=C(C=CC(=C1)C#N)/C(/C(=O)OC)=C/N(C)C methyl (Z)-2-(2-chloro-4-cyanophenyl)-3-(dimethylamino)acrylate